N-(3-(dimethylamino)propyl)-6-fluoro-2-(4-(piperazin-1-yl)phenyl)quinolin-4-amine CN(CCCNC1=CC(=NC2=CC=C(C=C12)F)C1=CC=C(C=C1)N1CCNCC1)C